ClC1=CC=C(C(=N1)C(=O)NS(=O)(=O)C)N[C@H](C)C=1C=C(C=C2C(N(C(=NC12)N1CC=2N=CN=CC2C1)C)=O)C (R)-6-chloro-3-((1-(2-(5,7-dihydro-6H-pyrrolo[3,4-d]pyrimidin-6-yl)-3,6-dimethyl-4-oxo-3,4-dihydroquinazolin-8-yl)ethyl)amino)-N-(methylsulfonyl)picolinamide